CC1=C(C=[CH-])C=CC=C1 2-methyl-styreneid